FC1=C(C=CC(=C1COC=1C=C2C(=NC1)NN=C2C)F)NS(=O)(=O)C=2C(=NC=C(C2)F)C N-[2,4-difluoro-3-[([3-methyl-1H-pyrazolo[3,4-b]pyridin-5-yl]oxy)methyl]phenyl]-5-fluoro-2-methylpyridine-3-sulfonamide